CN1NC(C=2C(C1=O)=CC(N(C2)C2CCNCC2)=O)=O 2-methyl-6-(piperidin-4-yl)-2,3-dihydropyrido[3,4-d]Pyridazin-1,4,7(6H)-trione